2-(4-(3,3-difluorocyclobutyl)phenyl)-4,4,5,5-tetramethyl-1,3,2-dioxaborolane FC1(CC(C1)C1=CC=C(C=C1)B1OC(C(O1)(C)C)(C)C)F